1-(4-(4-nitrophenyl)piperazin-1-yl)ethanone [N+](=O)([O-])C1=CC=C(C=C1)N1CCN(CC1)C(C)=O